C1(CCCCC1)NC(=O)C=1N=C(OC1)C1=CC=C(C=C1)S(=O)(=O)C N-Cyclohexyl-2-(4-(methylsulfonyl)phenyl)oxazole-4-carboxamide